Cl.FCC(C)(C)NC1CN(CC1)C=1N=NC(=CN1)C1=C(C=C(C=C1)C=1C=NNC1)O 2-(3-{3-[(1-fluoro-2-methylpropan-2-yl)amino]pyrrolidin-1-yl}-1,2,4-triazin-6-yl)-5-(1H-pyrazol-4-yl)phenol hydrochloride